2-(4-(1,6-dimethyl-2,3-dioxo-2,3-dihydropyrido[2,3-b]pyrazin-4(1H)-yl)piperidin-1-yl)pyrimidine-5-carboxylic acid CN1C2=C(N(C(C1=O)=O)C1CCN(CC1)C1=NC=C(C=N1)C(=O)O)N=C(C=C2)C